4-fluoro-1-(5-(4-(2-methoxyethoxy)phenoxy)pyrimidin-2-yl)-N-(3-methylquinuclidin-3-yl)piperidine-4-carboxamide FC1(CCN(CC1)C1=NC=C(C=N1)OC1=CC=C(C=C1)OCCOC)C(=O)NC1(CN2CCC1CC2)C